FC(OC1=CC=CC=2C(N([C@H]3C=4N([C@@H](C21)C3)C3=C(N4)C=CC(=C3)C3=C(C=C(C(=C3)F)P(=O)(C)C)F)C([2H])([2H])[2H])=O)F (7R,14R)-1-(difluoromethoxy)-11-(4-(dimethylphosphoryl)-2,5-difluorophenyl)-6-(methyl-d3)-6,7-dihydro-7,14-methanobenzo[f]benzo[4,5]imidazo[1,2-a][1,4]diazocin-5(14H)-one